C(C)C[C@@]12CCC[C@H]1[C@@H]1CCC3CCCC[C@@H]3[C@H]1CC2 ethylestrane